CC1=CC(=NC(=N1)C1=CN=CN1C)C(=O)NC1CCC(CC1)C 6-methyl-2-(1-methyl-1H-imidazol-5-yl)-N-(4-methylcyclohexyl)pyrimidine-4-carboxamide